7-(3-(2-cyclopropylpyridin-4-yl)-7,8-dihydro-1,6-naphthyridin-6(5H)-yl)-8-methyl-4H-pyrimido[1,2-b]pyridazin-4-one C1(CC1)C1=NC=CC(=C1)C=1C=NC=2CCN(CC2C1)C=1C(=CC=2N(N1)C(C=CN2)=O)C